2-(tert-butyl)7-methyl-3,4-dihydro-2H-benzo[b][1,4]oxazine-2,7-dicarboxylic acid C(C)(C)(C)C1(CNC=2C(O1)=CC(CC2)(C(=O)O)C)C(=O)O